C(C)OC(=O)C1(CC(=NO1)C1=C(C=C(C(=C1)C1=NC=C(C=C1Cl)C(F)(F)F)F)Cl)C 3-[2-chloro-5-(3-chloro-5-trifluoromethyl-2-pyridinyl)-4-fluoro-phenyl]-5-methyl-4H-isoxazole-5-carboxylic acid ethyl ester